bis-tert-butylperoxyhexane sodium (2S,2'S,3S,3'S)-4,4'-(ethane-1,2-diylbis(disulfanediyl))bis(2,3-diazidobutane-1-sulfinate) C(CSSC[C@H]([C@@H](CS(=O)[O-])N=[N+]=[N-])N=[N+]=[N-])SSC[C@H]([C@@H](CS(=O)[O-])N=[N+]=[N-])N=[N+]=[N-].[Na+].C(C)(C)(C)OOC(CCCCC)OOC(C)(C)C.[Na+]